tert-butyl (3aR,6aS)-5-(4-(4-amino-3-(4-phenoxyphenyl)-1H-pyrazolo[3,4-d]pyrimidin-1-yl)piperidin-1-yl)hexahydrocyclopenta[c]pyrrole-2(1H)-carboxylate NC1=C2C(=NC=N1)N(N=C2C2=CC=C(C=C2)OC2=CC=CC=C2)C2CCN(CC2)C2C[C@@H]1[C@@H](CN(C1)C(=O)OC(C)(C)C)C2